trans-1-[rac-(1R,2S)-2-(4-fluorophenyl)cyclopropyl]piperazine FC1=CC=C(C=C1)[C@H]1[C@@H](C1)N1CCNCC1 |r|